1-((R)-2-(3-((2-((3S,4R)-3-fluoro-4-methoxypiperidin-1-yl)pyrimidin-4-yl)amino)-8-(3-((methylsulfonyl)methyl)azetidin-1-yl)isoquinolin-5-yl)pyrrolidin-1-yl)prop-2-en-1-one F[C@H]1CN(CC[C@H]1OC)C1=NC=CC(=N1)NC=1N=CC2=C(C=CC(=C2C1)[C@@H]1N(CCC1)C(C=C)=O)N1CC(C1)CS(=O)(=O)C